3-(5-Chloro-2-phenyl-3-(3-phenylpropanoyl)-1H-indol-1-yl)-2,2-dimethylpropanamide ClC=1C=C2C(=C(N(C2=CC1)CC(C(=O)N)(C)C)C1=CC=CC=C1)C(CCC1=CC=CC=C1)=O